C1=NNN=C1 triazol